C(CC=C)OC=1C=2N(C=C(N1)C=1C=C(C=NC1C)[C@@H](C)N(C(=O)N[C@H](CC=C)CCC(F)(F)F)CC)C=CN2 1-((R)-1-(5-(8-(but-3-en-1-yloxy)imidazo[1,2-a]pyrazin-6-yl)-6-methylpyridin-3-yl)ethyl)-1-ethyl-3-((S)-7,7,7-trifluorohept-1-en-4-yl)urea